1-(4-((3'-(3-(4-((2-carbamoylpyrrolidin-1-yl)methyl)-1H-1,2,3-triazol-1-yl)Propoxy)-2,2'-dimethyl-[1,1'-biphenyl]-3-yl)methoxy)-5-chloro-2-methoxybenzyl)pyrrolidine-2-Formamide C(N)(=O)C1N(CCC1)CC=1N=NN(C1)CCCOC=1C(=C(C=CC1)C1=C(C(=CC=C1)COC1=CC(=C(CN2C(CCC2)C(=O)N)C=C1Cl)OC)C)C